methyl 5-iodo-7-(5-isopropoxythiazol-2-yl)-2,3-dihydrobenzofuran-4-carboxylate IC1=CC(=C2C(CCO2)=C1C(=O)OC)C=1SC(=CN1)OC(C)C